6-methylnaphthalene-2-ol CC=1C=C2C=CC(=CC2=CC1)O